2-(4,4-difluoro-3-methylpiperidin-1-yl)-6-methylnicotinic acid methyl ester COC(C1=C(N=C(C=C1)C)N1CC(C(CC1)(F)F)C)=O